C(#N)C1=CC=C(C=C1)NC1=C2C=C(NC2=CC(=C1)NC(C)=O)C(=O)OCC Ethyl 4-((4-cyanophenyl) amino)-6-acetylamino-1H-indole-2-carboxylate